ClC(C(=O)N(C(C)C)C)C 2-chloro-N-methyl-N-(propan-2-yl)propanamide